C(C)(C)(C)OC(NC=1C(=NC(=C(C1)C)C(F)(F)F)OC1=C(C(=C(C=C1)F)F)C)=O N-[2-(3,4-difluoro-2-methyl-phenoxy)-5-methyl-6-(trifluoromethyl)-3-pyridinyl]carbamic acid tert-butyl ester